CN(N=O)C1=C(C=CC=C1)C N-methyl-N-(o-tolyl)nitrosamide